tert-butyl (1R,5S)-3-(2-amino-3-methoxycarbonyl-phenyl)-3,8-diazabicyclo[3.2.1]octane-8-carboxylate NC1=C(C=CC=C1C(=O)OC)N1C[C@H]2CC[C@@H](C1)N2C(=O)OC(C)(C)C